4-formyl-2-methyl-6H-thieno[2,3-b]pyrrole-5-carboxylic acid ethyl ester C(C)OC(=O)C1=C(C2=C(N1)SC(=C2)C)C=O